NC1=CC=C(OP2(=NP(=NP(=N2)(OC2=CC=C(C=C2)N)OC2=CC=C(C=C2)N)(OC2=CC=C(C=C2)N)OC2=CC=C(C=C2)N)OC2=CC=C(C=C2)N)C=C1 hexa(4-amino-phenoxy)cyclotriphosphazene